C1=CC=CC=2C3=CC=CC=C3C(C12)COC(=O)N([C@H]1CC(NCCN(C1=O)[C@H](C(=O)N(CC(=O)O)C)CC1=CC=C(C=C1)C(F)(F)F)=O)C N-((S)-2-((S)-7-((((9H-fluoren-9-yl)methoxy)carbonyl)(methyl)amino)-5,8-dioxo-1,4-diazocan-1-yl)-3-(4-(trifluoromethyl)phenyl)propanoyl)-N-methylglycine